C(C)(C)(C)OC(=O)N(C(OC(C)(C)C)=O)C1=NC=CC=C1C#CC1=NC=CC2=CN=C(C=C12)NC1=CC=C(C=C1)S(=O)(=O)C1CCC1 tert-butyl (tert-butoxycarbonyl)(3-((7-((4-(cyclobutylsulfonyl)phenyl)amino)-2,6-naphthyridin-1-yl)ethynyl)pyridin-2-yl)carbamate